bis-(4-hexyl-phenyl)-methanol C(CCCCC)C1=CC=C(C=C1)C(O)C1=CC=C(C=C1)CCCCCC